2-(4-Fluorophenyl)-1-[(3S)-3-{[6-methyl-5-(4,4,5,5-tetramethyl-1,3,2-dioxaborolan-2-yl)pyridin-2-yl]amino}pyrrolidin-1-yl]ethan-1-one FC1=CC=C(C=C1)CC(=O)N1C[C@H](CC1)NC1=NC(=C(C=C1)B1OC(C(O1)(C)C)(C)C)C